3-bromo-6-fluoro-2-methyl-pyridine BrC=1C(=NC(=CC1)F)C